N-(2-(hydroxymethyl)phenyl)-p-toluenesulfonamide OCC1=C(C=CC=C1)NS(=O)(=O)C1=CC=C(C)C=C1